FC1=CC=C(C=C1)C1=CC=C(C=C1)C1NC(CCC1C(=O)O)C 2-(4'-fluoro-[1,1-biphenyl]-4-yl)-6-methylpiperidine-3-carboxylic acid